C(C)OC=1C(=C(C(=C2C=NNC12)C1=CC2=C(N=C(S2)NC(=O)[C@H]2[C@H](C2)F)C=C1)C)F (1S,2S)-N-(6-(7-ethoxy-6-fluoro-5-methyl-1H-indazol-4-yl)benzo[d]thiazol-2-yl)-2-fluorocyclopropanecarboxamide